S(=O)(=O)([O-])[O-].[Pt+4].S(=O)(=O)([O-])[O-] platinic sulfate